ClC=1C2=C(N=C(N1)C1=NC=CN=C1)SC(=C2)C 4-chloro-6-methyl-2-(pyrazin-2-yl)thieno[2,3-d]pyrimidine